N-heptanoyl-serine C(CCCCCC)(=O)N[C@@H](CO)C(=O)O